6-chloro-4-(5-cyano-2-methoxyphenyl)-N-(5-(4-cyanophenyl)thiazolo[5,4-b]pyridin-2-yl)nicotinamide ClC1=NC=C(C(=O)NC=2SC3=NC(=CC=C3N2)C2=CC=C(C=C2)C#N)C(=C1)C1=C(C=CC(=C1)C#N)OC